(Z)-3-((3-(aminooxy)propoxy)imino)-1-(1-((1s,4s)-4-isopropylcyclohexyl)piperidin-4-yl)indolin-2-one NOCCCO\N=C\1/C(N(C2=CC=CC=C12)C1CCN(CC1)C1CCC(CC1)C(C)C)=O